3-[[6-(4-benzyloxycarbonyl-5-methyl-2,3-dihydroquinoxalin-1-yl)-8-[3-(methylamino)propyl]-7-oxo-pyrido[2,3-d]pyrimidin-2-yl]amino]benzoic acid C(C1=CC=CC=C1)OC(=O)N1CCN(C2=CC=CC(=C12)C)C1=CC2=C(N=C(N=C2)NC=2C=C(C(=O)O)C=CC2)N(C1=O)CCCNC